COC1=CC=C(CN2C(N(C3(C2=O)CCN(CC3)C(=O)OC(C)(C)C)C)=O)C=C1 tert-butyl 3-(4-methoxybenzyl)-1-methyl-2,4-dioxo-1,3,8-triazaspiro[4.5]decane-8-carboxylate